3-(2-Morpholineacetyl)-5-methyl-7-hydroxycoumarin N1CC(OCC1)CC(=O)C=1C(OC2=CC(=CC(=C2C1)C)O)=O